3-CYCLOPENTENE-1-CARBOXYLIC ACID C1(CC=CC1)C(=O)O